FC1=CC(=CC2=C1N=C(S2)NC(=O)N2CC(CCC2)C(=O)OCC)F ethyl 1-[(4,6-difluoro-1,3-benzothiazol-2-yl)carbamoyl]piperidine-3-carboxylate